CC1CN(CCO1)C 2,4-dimethylmorpholine